4-fluoro-N-[(1S)-2-hydroxy-1-{3-[2-(trifluoromethyl)phenyl]-1,2,4-oxadiazol-5-yl}ethyl]benzamide FC1=CC=C(C(=O)N[C@@H](CO)C2=NC(=NO2)C2=C(C=CC=C2)C(F)(F)F)C=C1